S(=O)(=O)([O-])[O-].[Na+].C(CCCCCCC)OC(C(O)CC(=O)OCCCCCCCC)=O.[Na+] malic acid dioctylester sodium sulfate